CN(CCN(C1=C(C=C(C(=C1)F)NC1=NC=C(C(=N1)C1=CNC2=C(C=CC=C12)F)C(F)(F)F)[N+](=O)[O-])C)C N1-(2-(dimethylamino)ethyl)-5-fluoro-N4-(4-(7-fluoro-1H-indol-3-yl)-5-(trifluoromethyl)pyrimidin-2-yl)-N1-methyl-2-nitrobenzene-1,4-diamine